CC1=CC=CC(=N1)C=1N=C2N(CCN2C(C)=O)C1C1=CC(=CC=C1)SC 1-(6-(6-Methylpyridin-2-yl)-5-(3-(methylthio)phenyl)-2,3-dihydro-1H-imidazo[1,2-a]imidazol-1-yl)ethan-1-one